S1C2=C(C=C1C1C(C(OC1C1=CC=C(C=C1)OC)=O)=C)C=CC=C2 4-(benzo[b]thiophen-2-yl)-5-(4-methoxyphenyl)-3-methylenedihydrofuran-2(3H)-one